l-β-hydroxyethylamino-3-methyl-2-nitrobenzene OCCNC1=C(C(=CC=C1)C)[N+](=O)[O-]